FC(C1N(CC1)C1=CC2=C(C=C(O2)C(=O)O)C(=C1)F)F 6-[2-(difluoromethyl)azetidin-1-yl]-4-fluoro-1-benzofuran-2-carboxylic acid